Methyl N-[[(5R)-3-[4-(1,1-dioxo-1,4-thiazinan-4-yl)-3,5-difluoro-phenyl]-4,5-dihydroisoxazol-5-yl]methyl]carbamate O=S1(CCN(CC1)C1=C(C=C(C=C1F)C1=NO[C@H](C1)CNC(OC)=O)F)=O